2-hydroxyethylhydroxypropylhexanoic acid OCCC(C(=O)O)(CCCC)CCCO